calcium spermidine NCCCCNCCCN.[Ca]